C(C)N(CCCNC(=O)C1=CC2=C(N3C(S2)=NC(=C3)C3=C(C=C(C=C3)C(NC)=O)F)C=C1)CC N-(3-(diethylamino)propyl)-2-(2-fluoro-4-(methylcarbamoyl)phenyl)benzo[d]imidazo[2,1-b]thiazole-7-carboxamide